N1=CC=C2N1C=CC(=C2)C=2CC1(CN(C1)C(=O)OC(C)(C)C)CC2 (rac)-tert-Butyl 6-(pyrazolo[1,5-a]pyridin-5-yl)-2-azaspiro[3.4]oct-6-ene-2-carboxylate